C(C)C1(NC(N(C(C1)=O)[C@@H]1CCOC2=CC=C(C=C12)C(=O)N[C@@H](CO)C1=CC=CC=C1)=N)CC (4R)-4-(4,4-diethyl-2-imino-6-oxo-hexahydropyrimidin-1-yl)-N-[(1R)-2-hydroxy-1-phenyl-ethyl]chromane-6-carboxamide